heptaphenyl-cyclotriphosphazene methyl-2-[4-(2,2-dioxido-3,4-dihydropyrido[2,1-c][1,2,4]thiadiazin-9-yl)phenyl]-2-methylpropanoate COC(C(C)(C)C1=CC=C(C=C1)C1=CC=CN2C1=NS(CC2)(=O)=O)=O.C2(=CC=CC=C2)N2P(N(P(=NP2)(C2=CC=CC=C2)C2=CC=CC=C2)C2=CC=CC=C2)(C2=CC=CC=C2)(C2=CC=CC=C2)C2=CC=CC=C2